3-(6-(([2,3'-bipyridin]-5-ylmethyl)amino)-9-isopropyl-9H-purin-2-yl)benzamide N1=C(C=CC(=C1)CNC1=C2N=CN(C2=NC(=N1)C=1C=C(C(=O)N)C=CC1)C(C)C)C=1C=NC=CC1